tert-Butyl (S)-((6-(2,2'-dichloro-3'-(3-formylpyrazolo[1,5-a]pyrimidin-5-yl)-[1,1'-biphenyl]-3-yl)-2-methoxypyridin-3-yl)methyl)((5-oxopyrrolidin-2-yl)methyl)carbamate ClC1=C(C=CC=C1C1=CC=C(C(=N1)OC)CN(C(OC(C)(C)C)=O)C[C@H]1NC(CC1)=O)C1=C(C(=CC=C1)C1=NC=2N(C=C1)N=CC2C=O)Cl